allyl-bisphenol A compound with diphenylmethane C1(=CC=CC=C1)CC1=CC=CC=C1.C(C=C)C1=C(O)C=CC(=C1)C(C)(C)C1=CC=C(C=C1)O